3-bromo-5-(2-(1-methyl-1H-pyrazol-4-yl)morpholino)-2-nitrobenzoate BrC=1C(=C(C(=O)[O-])C=C(C1)N1CC(OCC1)C=1C=NN(C1)C)[N+](=O)[O-]